COC1=NC=2CCC=CC2C=C1 2-methoxy-7,8-dihydroquinoline